N1(CCCCC1)C1=CC(=NC=N1)N 6-(1-piperidinyl)pyrimidin-4-amine